2-ethylhexylamine nickel (II) [Ni+2].C(C)C(CN)CCCC